tetrabutyl-ammonium tetrathiorhenate [Re](=S)(=S)([S-])[S-].C(CCC)[N+](CCCC)(CCCC)CCCC.C(CCC)[N+](CCCC)(CCCC)CCCC